C(C)C=1C(=NC(=NC1)C1=CNC2=NC=C(C=C21)F)N[C@@H]2CN(CCC2)C(=O)OC(C)(C)C tert-butyl (3S)-3-[[5-ethyl-2-(5-fluoro-1H-pyrrolo[2,3-b]pyridin-3-yl)pyrimidin-4-yl]amino]piperidine-1-carboxylate